COC1=CC=C(C=C1)SC=1SC2=C(N1)C=CC=C2 2-((4-methoxyphenyl)thio)benzo[d]thiazole